fluorocyanoethyl ether FC(COCC(F)C#N)C#N